CN1C(=NN=C1)C1(CC(C1)C)C1=CC(=CC=C1)B1OC(C(O1)(C)C)(C)C 4-methyl-3-(3-methyl-1-(3-(4,4,5,5-tetramethyl-1,3,2-dioxaborolan-2-yl)phenyl)cyclobutyl)-4H-1,2,4-triazole